C(C)OC(=O)C=1C(=NN(C1CC1=CC=CC=C1)C)\C=C\OCC Ethyl-(E)-5-benzyl-3-(2-ethoxyvinyl)-1-methyl-1H-pyrazole-4-carboxylic acid